C(C)(=O)N(C1=C(C=C(C=C1)C1=CC=C(C=N1)C(=O)NCC=1C(=NC=CC1)F)C)C 6-[4-[acetyl-(methyl)amino]-3-methyl-phenyl]-N-[(2-fluoro-3-pyridyl)methyl]pyridine-3-carboxamide